ClC=1C(=NC(=NC1)NC=1C=NN(C1)C1CCN(CC1)C1CC1)NCCCN1C(CCC1(C)C)=O 1-(3-((5-chloro-2-((1-(1-cyclopropylpiperidin-4-yl)-1H-pyrazol-4-yl)amino)pyrimidin-4-yl)amino)propyl)-5,5-dimethylpyrrolidin-2-one